COC1=NC=C(C2=CC=CC=C12)[C@@H](C)N |r| racemic-1-(1-methoxyisoquinolin-4-yl)ethanamine